C(C)OC=1C=CC=2C(C3=CC=CC=C3NC2C1)(CC)CC 3-ethoxy-9,9-diethyl-9,10-dihydroacridine